2-N-(triphenylmethyl)-5-(4'-methyl-biphenyl-2-yl)-tetrazole C1(=CC=CC=C1)C(N1N=C(N=N1)C1=C(C=CC=C1)C1=CC=C(C=C1)C)(C1=CC=CC=C1)C1=CC=CC=C1